5-(4-fluoroindole-1-sulfonyl)-2-fluoro-4-methoxyaniline FC1=C2C=CN(C2=CC=C1)S(=O)(=O)C=1C(=CC(=C(N)C1)F)OC